2-(6-{4-[1-(Propan-2-yl)piperidin-4-yl]-1,4-diazepan-1-yl}pyridine-2-yl)-1,3-benzoxazole CC(C)N1CCC(CC1)N1CCN(CCC1)C1=CC=CC(=N1)C=1OC2=C(N1)C=CC=C2